2-(4-(6-((4-chlorobenzofuran-7-yl)methoxy-d2)pyridin-2-yl)cyclohex-3-en-1-yl)acetic acid ClC1=CC=C(C2=C1C=CO2)C(OC2=CC=CC(=N2)C2=CCC(CC2)CC(=O)O)([2H])[2H]